2,2-dimethyl-4-methylene-glutaric acid CC(C(=O)O)(CC(C(=O)O)=C)C